5-(4-(4-(2-(2-aminopyridin-3-yl)-5-(1-methyl-6-oxo-1,6-dihydropyridin-3-yl)-3H-imidazo[4,5-b]pyridin-3-yl)benzyl)piperazine-1-carbonyl)-2-hydroxybenzaldehyde NC1=NC=CC=C1C1=NC=2C(=NC(=CC2)C2=CN(C(C=C2)=O)C)N1C1=CC=C(CN2CCN(CC2)C(=O)C=2C=CC(=C(C=O)C2)O)C=C1